3-(((trifluoromethyl)sulfinyl)methyl)azetidine trifluoroacetate salt FC(C(=O)O)(F)F.FC(S(=O)CC1CNC1)(F)F